2-(4-((5-Bromo-2-((5-methoxy-2-methyl-4-(4-(4-methylpiperazin-1-yl)piperidin-1-yl)Phenyl)amino)pyrimidin-4-yl)amino)-1-methyl-1H-pyrazol-3-yl)propan-2-ol BrC=1C(=NC(=NC1)NC1=C(C=C(C(=C1)OC)N1CCC(CC1)N1CCN(CC1)C)C)NC=1C(=NN(C1)C)C(C)(C)O